CC(=CCC/C(=C/CC/C(=C/CC/C(=C/CC/C(=C/CC/C(=C/CC/C(=C/CC1=C(C=CC(=C1)C(=O)O)O)/C)/C)/C)/C)/C)/C)C The molecule is a monohydroxybenzoic acid that is 4-hydroxybenzoic acid substituted at position 3 by a heptaprenyl group. It is a monohydroxybenzoic acid and an olefinic compound. It is a conjugate acid of a 4-hydroxy-3-all-trans-heptaprenylbenzoate.